2-chloro-N-isobutyl-6-methyl-7-tosyl-7H-pyrrolo[2,3-d]pyrimidin-4-amine ClC=1N=C(C2=C(N1)N(C(=C2)C)S(=O)(=O)C2=CC=C(C)C=C2)NCC(C)C